C1(CCCCC1)CNCCCNS(=O)(=O)N1CCCCC1 N-(3-(cyclohexylmethylamino)propyl)piperidine-1-sulfonamide